5-(1-fluoro-3-hydroxy-7-piperazin-1-yl-2-naphthyl)-1,1-dioxo-1,2,5-thiadiazolidin-3-one FC1=C(C(=CC2=CC=C(C=C12)N1CCNCC1)O)N1CC(NS1(=O)=O)=O